C(C)(C)C1=CC=C(C=C1)C(C)C 1,4-di-isopropyl-benzol